N-(8-methoxy-5,6-dihydrobenzo[h]quinazolin-2-yl)-4-nitrobenzamide COC=1C=CC2=C(CCC=3C=NC(=NC23)NC(C2=CC=C(C=C2)[N+](=O)[O-])=O)C1